C(C1=CC=CC=C1)N(CC(=O)OC(C)(C)C)CCOP(=O)(OC(C)(C)C)OC(C)(C)C tert-butyl N-benzyl-N-(2-((di-tert-butoxyphosphoryl)oxy)ethyl)glycinate